(±)-(4Z)-4-(1,3-Benzothiazol-6-ylmethylene)-2-[(2-methoxy-1-phenyl-ethyl)amino]-1H-imidazol-5-one S1C=NC2=C1C=C(C=C2)\C=C\2/N=C(NC2=O)N[C@@H](COC)C2=CC=CC=C2 |r|